P(=O)(OCC1=C(C=C(C=C1)NC(C[C@H]1C=2N(C3=C(C(=N1)C1=CC=C(C=C1)Cl)C(=C(S3)C)C)C(=NN2)C)=O)C#CCN)(OC(C)(C)C)OC(C)(C)C (S)-2-(3-aminoprop-1-yn-1-yl)-4-(2-(4-(4-chlorophenyl)-2,3,9-trimethyl-6H-thieno[3,2-f][1,2,4]triazolo[4,3-a][1,4]diazepin-6-yl)acetamido)benzyl di-tert-butyl phosphate